OCCOC1=C(C=C(C=C1C1=CC=CC2=CC=CC=C12)C(C)(C)C1=CC(=C(OCCO)C(=C1)C1=CC=CC2=CC=CC=C12)C1=CC=CC2=CC=CC=C12)C1=CC=CC2=CC=CC=C12 2-[4-[1-[4-(2-hydroxyethoxy)-3,5-di(naphthalen-1-yl)phenyl]-1-methyl-ethyl]-2,6-di(naphthalen-1-yl)phenoxy]ethanol